4-isopropyl-N-prop-2-ynyl-benzenesulfonamide C(C)(C)C1=CC=C(C=C1)S(=O)(=O)NCC#C